(R)-1-(6-methyl-4-(4,4,5,5-tetramethyl-1,3,2-dioxaborolan-2-yl)-3,6-dihydropyridin-1(2H)-yl)ethan-1-one C[C@@H]1C=C(CCN1C(C)=O)B1OC(C(O1)(C)C)(C)C